S1C(=CC=C1)[Si](C#C)(C#C)C#C 2-thienyltriethynylsilane